ClC1=CC=C(OCC=2C=C(C(=O)NS(=O)(=O)C3=C(C=C(C=C3)N3CCN(CC3)CC3=C(CC(CC3)(C)C)C3=CC=C(C=C3)Cl)OC=3C=C4C(=NC3)NC=C4)C=C(C2)[N+](=O)[O-])C=C1 3-[(4-Chlorophenoxy)methyl]-N-[4-[4-[[2-(4-chlorophenyl)-4,4-dimethylcyclohexen-1-yl]methyl]piperazin-1-yl]-2-(1H-pyrrolo[2,3-b]pyridin-5-yloxy)phenyl]sulfonyl-5-nitrobenzamide